Cl.NCC1CN(CCO1)C(=O)N1CCN(CC1)C(=O)C1=C(C=C(C=C1)NC=1C=2N(C=CN1)C(=CN2)C2=CC=C(C=C2)OC(F)F)C [4-[2-(aminomethyl)morpholine-4-carbonyl]piperazin-1-yl]-[4-[[3-[4-(difluoromethoxy)phenyl]imidazo[1,2-a]pyrazin-8-yl]amino]-2-methyl-phenyl]methanone hydrochloride